5-cyclopropyl-3-((6-isopropylpyridin-3-yl)amino)-4H-benzo[e][1,2,4]thiadiazine 1,1-dioxide C1(CC1)C1=CC=CC2=C1NC(=NS2(=O)=O)NC=2C=NC(=CC2)C(C)C